OC(COC=1C=C(C=2N(C1)N=CC2)C=2C=CC(=NC2)C=2CCN(CC2)CC2=CN=C(C=C2)OC)(C)C 6-(2-hydroxy-2-methylpropyloxy)-4-(1'-(6-methoxynicotinyl)-1',2',3',6'-tetrahydro-[2,4'-bipyridyl]-5-yl)pyrazolo[1,5-a]pyridine